5'-(((1S,2S,4R)-rel-2-amino-7-azabicyclo[2.2.1]heptan-7-yl)methyl)-2'',3-difluoro-4''-(2-hydroxy-2-methylpropyl)-[1,1':2',1''-terphenyl]-4-carbonitrile N[C@@H]1[C@@H]2CC[C@H](C1)N2CC2=CC=C(C(=C2)C2=CC(=C(C=C2)C#N)F)C2=C(C=C(C=C2)CC(C)(C)O)F |o1:1,2,5|